4-pentenyloxymethyl ether C(CCC=C)OCOCOCCCC=C